BrC1=C2C=CN(C2=CC(=C1OC=1C=C(C#N)C=CC1)F)S(=O)(=O)C1=CC=C(C)C=C1 3-((4-bromo-6-fluoro-1-tosyl-1H-indol-5-yl)oxy)benzonitrile